(1-isopropyl-1H-pyrazol-3-yl)-5-methyl-2-(pyridin-2-yl)pyrrolo[2,1-f][1,2,4]triazin-4-ol C(C)(C)N1N=C(C=C1)C=1C(=C2C(=NC(=NN2C1)C1=NC=CC=C1)O)C